C(=O)(O)CCCCOC=1C(=C2CCCC2=C(C1)OCC=1C(=C(C=CC1)C1=CC=CC=C1)C#N)CN1[C@@H](CCCC1)C(=O)O (S)-1-((5-(4-carboxybutoxy)-7-((2-cyano-[1,1'-biphenyl]-3-yl)methoxy)-2,3-dihydro-1H-inden-4-yl)methyl)piperidine-2-carboxylic acid